3-(4-(((3-bromophenyl)amino)methyl)bicyclo[2.2.2]octan-1-yl)-1,2,4-oxadiazole-5-carboxamide BrC=1C=C(C=CC1)NCC12CCC(CC1)(CC2)C2=NOC(=N2)C(=O)N